COC(O[SiH](OC)OC)(OC)OC trimethoxytrimethoxysilane